acrylic acid octyl ester C(CCCCCCC)OC(C=C)=O